1-{5-oxa-2,7-diazaspiro[3.4]octan-7-yl}prop-2-en-1-one C1NCC12OCN(C2)C(C=C)=O